2-(3-((R)-2-(tert-butoxy)-1-((tert-butoxycarbonyl)amino)ethyl)-4H-1,2,4-triazol-4-yl)hexanoic acid C(C)(C)(C)OC[C@H](NC(=O)OC(C)(C)C)C1=NN=CN1C(C(=O)O)CCCC